benzyl (R)-7-((2-((tert-butyldimethylsilyl)oxy)ethyl)sulfonyl)-2-(3-((S)-3-methoxy-2-methyl-3-oxopropyl)phenyl)-2,6,6-trimethylheptanoate [Si](C)(C)(C(C)(C)C)OCCS(=O)(=O)CC(CCC[C@](C(=O)OCC1=CC=CC=C1)(C)C1=CC(=CC=C1)C[C@@H](C(=O)OC)C)(C)C